COC(C1CCN(CC1)C1=CC=CC=2N(C(N(C21)C)=O)C2C(N(C(CC2)=O)CC2=CC=C(C=C2)OC)=O)OC 3-[4-[4-(dimethoxymethyl)-1-piperidyl]-3-methyl-2-oxo-benzimidazol-1-yl]-1-[(4-methoxyphenyl)methyl]piperidine-2,6-dione